C(C)(C)(C)OC(=O)N1CCOC(CC1)C(=O)O 4-tert-butoxycarbonyl-1,4-oxaazepane-7-carboxylic acid